(5-(1,5-dimethyl-1H-pyrazol-3-yl)-1,3,4-oxadiazol-2-yl)methanone CN1N=C(C=C1C)C1=NN=C(O1)C=O